5-bromo[3,4'-bipyridin]-2-amine BrC=1C=C(C(=NC1)N)C1=CC=NC=C1